N1(CCN(CCN(CCN(CC1)CC(=O)O)CC(=O)O)CC(=O)O)CC(=O)O 2,2',2'',2'''-(1,4,7,10-tetrazacyclododecane-1,4,7,10-tetrayl)tetraacetic acid